(Z)-N,N-dimethyl-non-3-enamide CN(C(C\C=C/CCCCC)=O)C